1-[(2S)-2-[(3S)-4-ethylsulfonyl-3-methyl-piperazin-1-yl]propyl]-4-methyl-5-[[2-[6-(2,2,2-trifluoroethyl)quinazolin-4-yl]-2,7-diazaspiro[3.5]nonan-7-yl]methyl]indole-2-carbonitrile C(C)S(=O)(=O)N1[C@H](CN(CC1)[C@H](CN1C(=CC2=C(C(=CC=C12)CN1CCC2(CN(C2)C2=NC=NC3=CC=C(C=C23)CC(F)(F)F)CC1)C)C#N)C)C